C(C)(C)(C)C1=CC=C(C=C1)[I+]C1=CC=C(C=C1)C(C)(C)C bis[4-(tert-butyl)phenyl]iodonium